ethyl 3-(2-isopropyl-4,5,6,7-tetrahydro-2H-indazol-5-yl)propanoate C(C)(C)N1N=C2CCC(CC2=C1)CCC(=O)OCC